N-((5-(tert-butyl)-2-methoxyphenyl)sulfonyl)-3-(1-methoxyethyl)benzo[b]thiophene-6-carboxamide C(C)(C)(C)C=1C=CC(=C(C1)S(=O)(=O)NC(=O)C=1C=CC2=C(SC=C2C(C)OC)C1)OC